CC(C(=O)N1CCOC2=C(C1)C=NC=C2C#N)(C)C2CC(C2)N2N=NC=C2 4-[2-methyl-2-[3-(triazol-1-yl)cyclobutyl]propionyl]-3,5-dihydro-2H-pyrido[3,4-f][1,4]oxazepine-9-Carbonitrile